O1C[C@@H](CC1)NC1=NC(=CC(=N1)C=1C=C(C#N)C=CC1)C=1N=NN(C1)CC1=NC(=CC=C1)C1(CCCC1)O m-{2-[(R)-tetrahydrofuran-3-ylamino]-6-(1-{[6-(1-hydroxycyclopentyl)-2-pyridinyl]methyl}-1H-1,2,3-triazol-4-yl)-4-pyrimidinyl}benzonitrile